C(C)(=O)OCCOC1(C(C=C(C=C1)C1=CC=C(C=C1)C(=O)OCC)(C1=CC=CC=C1)[Si](C)(C)C)N(CC)CC ethyl 4'-(2-acetoxyethoxy)-4'-(diethylamino)-3'-(trimethylsilyl)-[1,1':3',1''-terphenyl]-4-carboxylate